FC(C1(CC1)CNC=1N=CC2=C(N1)NC=C2C2=CC1=C(C(NCCO1)=O)C=C2)(F)F 8-(2-(((1-(trifluoromethyl)cyclopropyl)methyl)amino)-7H-pyrrolo[2,3-d]pyrimidin-5-yl)-3,4-dihydrobenzo[f][1,4]oxazepin-5(2H)-one